N1=CC=CC2=CCN3C(=C12)C=CC(=C3)C(=O)[O-] 6H-pyrido[1,2-h][1,7]naphthyridine-9-carboxylate